C(CNC(C=C)=O)NC(C=C)=O N,N'-Ethylenebis(acryl-amide)